2-chloro-N-(2,3-dihydro-1H-inden-2-yl)-N-methyl-6-((2,4,4-trimethyl-pentan-2-yl)amino)pyrimidine-4-carboxamide ClC1=NC(=CC(=N1)C(=O)N(C)C1CC2=CC=CC=C2C1)NC(C)(CC(C)(C)C)C